rac-vinyl-bisindenyl-zirconium dichloride [Cl-].[Cl-].C(=C)[Zr+2](C1C=CC2=CC=CC=C12)C1C=CC2=CC=CC=C12